C(C)(C)(C)OC(N(C1=NC(=C(C=C1)Br)COCC1=CC=CC=C1)CC1=CC=CC=C1)=O benzyl-(6-((benzyloxy)methyl)-5-bromopyridin-2-yl)carbamic acid tert-butyl ester